N\C(=C/C(=O)C1=CC=C(C=C1)F)\C1=CC=CC=C1 (2Z)-3-amino-1-(4-fluorophenyl)-3-phenylpropan-2-en-1-one